FC1=CC=C(C(=N1)C)I 6-fluoro-3-iodo-2-methyl-pyridine